1H,4H,5H,6H,7H,8H-imidazo[4,5-e][1,4]diazepine-5,8-dione N1C=NC=2NC(CNC(C21)=O)=O